ClC=1C=C(C=O)C=CC1C#N 3-CHLORO-4-CYANOBENZALDEHYDE